4,4'-biphenyl di(N,N-dimethylsulfamate) CN(S(O)(=O)=O)C.CN(S(O)(=O)=O)C.C1=CC=C(C=C1)C1=CC=CC=C1